1-(3,4-difluoro-5-(3-(piperazin-1-yl)quinoxaline-6-carbonyl)phenyl)-3-(3-fluorophenyl)urea FC=1C=C(C=C(C1F)C(=O)C=1C=C2N=C(C=NC2=CC1)N1CCNCC1)NC(=O)NC1=CC(=CC=C1)F